4,7-dimethylundecane CC(CCC)CCC(CCCC)C